(R)-3-((7-(trifluoromethyl)quinolin-5-yl)amino)pyrrolidine-1-carboxylic acid tert-butyl ester C(C)(C)(C)OC(=O)N1C[C@@H](CC1)NC1=C2C=CC=NC2=CC(=C1)C(F)(F)F